N[C@H](C(=O)O)CC=1N=C(NC1)C(C)C (S)-2-amino-3-(2-isopropyl-1H-imidazol-4-yl)propanoic acid